C(C)(C)(C)C1=NOC(=N1)C(=O)N[C@H](C)C1=C(C=C(C=C1)C=1C2=C(N=CN1)NC1=C2C=NC(=C1)C1CCNCC1)C (R)-3-(tert-butyl)-N-(1-(2-methyl-4-(7-(piperidin-4-yl)-9H-pyrido[3',4':4,5]pyrrolo[2,3-d]pyrimidin-4-yl)phenyl)ethyl)-1,2,4-oxadiazole-5-carboxamide